S(=O)(=O)(C)C=1C=C(C(OC)=CC1)NCC1CC(C1)C1=CC(=C2C=CN(C2=C1)CC(F)(F)F)NC1CCN(CC1)C 6-{3-[(4-mesyl-2-anisidino)methyl]cyclobutyl}-4-(1-methyl-4-piperidylamino)-1-(2,2,2-trifluoroethyl)indole